N-(2-(4-(3-(4-chlorophenyl)prop-2-ynyloxy)-3-methoxyphenyl)ethyl)-2-methanesulfonylamino-3-methylbutyramide ClC1=CC=C(C=C1)C#CCOC1=C(C=C(C=C1)CCNC(C(C(C)C)NS(=O)(=O)C)=O)OC